5-chloro-2-phenyl-1,2,3,4-tetrahydroquinoline ClC1=C2CCC(NC2=CC=C1)C1=CC=CC=C1